4-amino-2-butyl-1H-imidazo[4,5-d]thiophene NS1C=CC2=C1N=C(N2)CCCC